NC1=C(C2=C(CSC23CNC3)S1)C#N 2-amino-3-cyano-spiro[6H-thieno[2,3-c]thiophene-4,3'-azetidine]